6-Chlorobenzo[d]thiazole ClC1=CC2=C(N=CS2)C=C1